1-[2-(4-cyclopentyltriazol-1-yl)-3-methyl-butyryl]-4-hydroxy-N-methyl-pyrrolidine-2-carboxamide C1(CCCC1)C=1N=NN(C1)C(C(=O)N1C(CC(C1)O)C(=O)NC)C(C)C